C1=C(C=CC2=CC=CC=C12)C=CC(=O)N1CCNC2=CC=C(C=C12)OC 3-(2-naphthyl)-1-(7-methoxy-1,2,3,4-tetrahydroquinoxalin-1-yl)prop-2-en-1-one